4-(3-methoxy-4-(prop-2-yn-1-ylamino)phenyl)morpholin-3-one COC=1C=C(C=CC1NCC#C)N1C(COCC1)=O